methyl Nα-(tert-butoxycarbonyl)-1-methyl-D-tryptophylglycinate C(C)(C)(C)OC(=O)N[C@H](CC1=CN(C2=CC=CC=C12)C)C(=O)NCC(=O)OC